(R)-6-(1-((tert-butoxycarbonyl)amino)ethyl)-2-morpholinopyrimidin-4-yl trifluoromethanesulfonate FC(S(=O)(=O)OC1=NC(=NC(=C1)[C@@H](C)NC(=O)OC(C)(C)C)N1CCOCC1)(F)F